1-ethyl-1-((S)-2,2,2-trifluoro-1-(5-methoxy-4-(8-methoxyimidazo[1,2-a]pyrazin-6-yl)pyridin-2-yl)ethyl)-3-(1,1,1-trifluoro-4-oxopentan-2-yl)urea C(C)N(C(=O)NC(C(F)(F)F)CC(C)=O)[C@H](C(F)(F)F)C1=NC=C(C(=C1)C=1N=C(C=2N(C1)C=CN2)OC)OC